6-carbamoyl-7-methoxyisochroman-4-one C(N)(=O)C=1C=C2C(COCC2=CC1OC)=O